CC1(CC1)NCC1=CC(=C2CNC(C2=C1)=O)C(F)(F)F 6-(((1-methylcyclopropyl)amino)methyl)-4-(trifluoromethyl)isoindolin-1-one